(4-fluorophenyl)-1H-1,2,4-triazol-5-one FC1=CC=C(C=C1)N1NC=NC1=O